ClC1=CC=C(CNC(=O)NC2CC3(C2)CC(C3)C(C)N3CC(N(CC3)C)=O)C=C1 1-(4-chlorobenzyl)-3-(6-(1-(4-methyl-3-oxopiperazin-1-yl)ethyl)spiro[3.3]hept-2-yl)urea